BrC1=CC(=C(C=C1F)NC(CCl)=O)C(=O)C=1C2=CN(N=C2C(=CC1)Cl)C1OCCCC1 N-[4-bromo-2-[7-chloro-2-(oxan-2-yl)indazole-4-carbonyl]-5-fluorophenyl]-2-chloroacetamide